N-{4-methoxy-6-[(1H-pyrazol-1-yl)methyl]-1,2-benzoxazol-3-yl}benzene-1-sulfonamide COC1=CC(=CC2=C1C(=NO2)NS(=O)(=O)C2=CC=CC=C2)CN2N=CC=C2